CN(C(OC(C)(C1=CC=C(C=C1)C1=CC=CC=C1)C)=O)C1CCNCC1 [1-methyl-1-(4-phenylphenyl)ethyl] N-methyl-N-(4-piperidyl)carbamate